2-{[(3,6-dichloro-5-methylpyridazin-4-yl)methyl]sulfanyl}ethan-1-ol tert-butyl-4-(aminomethyl)piperidine-1-carboxylate C(C)(C)(C)C1N(CCC(C1)CN)C(=O)OCCSCC1=C(N=NC(=C1C)Cl)Cl